2-carboxyl-α-ethyl-1,4,7,10-Tetraazacyclododecane C(=O)(O)CCN1CCNCCNCCNCC1